OC=1C=CC=2CC3=CC=CC=C3OC2C1 3-hydroxy-9H-xanthen